N[C@H]1[C@@H](CCCC1)N |r| trans-(+/-)-1,2-diamino-cyclohexane